ClC1=C(C=CC=C1C1=NC(=C(C=C1)CNC(C)(CCO)C)OC)C1=C(C(=CC=C1)NC(=O)C=1C(N(C(N(C1)C)=O)C)=O)C N-(2'-chloro-3'-(5-(((4-hydroxy-2-methylbutan-2-yl)amino)methyl)-6-methoxypyridin-2-yl)-2-methyl-[1,1'-biphenyl]-3-yl)-1,3-dimethyl-2,4-dioxo-1,2,3,4-tetrahydropyrimidine-5-carboxamide